FC=1C(=NC=CC1)[C@@H](C(=O)N1CC2=NN(C=C2C1)S(=O)(=O)C=1C=C2C=CC=NC2=CC1)CO (2R)-2-(3-fluoropyridin-2-yl)-3-hydroxy-1-[2-(quinoline-6-sulfonyl)-2H,4H,5H,6H-pyrrolo[3,4-c]pyrazol-5-yl]propan-1-one